C(C)(C)(C)OC(=O)N1C[C@](CC1)(C)C(=O)N1CCN(CC1)C1=NC=C(C=C1)C#N (R)-3-(4-(5-cyanopyridin-2-yl)piperazine-1-carbonyl)-3-methylpyrrolidine-1-carboxylic acid tert-butyl ester